CCCCCCC(C)O octan-7-ol